12(S)-Hydroxyeicosatetraenoic acid CCCCC/C=C\C[C@@H](/C=C/C=C\C/C=C\CCCC(=O)O)O